3-(5-(((3S,4R)-4-Methyl-1-((2-((S)-tetrahydrofuran-3-yl)quinolin-6-yl)methyl)pyrrolidin-3-yl)oxy)-1-oxoisoindolin-2-yl)piperidine-2,6-dione C[C@H]1[C@@H](CN(C1)CC=1C=C2C=CC(=NC2=CC1)[C@H]1COCC1)OC=1C=C2CN(C(C2=CC1)=O)C1C(NC(CC1)=O)=O